11-(6-exo-(methoxymethoxy)-3-phenyl-3a-(1-phenylvinyl)-1,3a,4,5,6,6a-hexahydropentalen-2-yl)undecan-1-ol COCOC1CCC2(C(=C(CC12)CCCCCCCCCCCO)C1=CC=CC=C1)C(=C)C1=CC=CC=C1